1-methyl-3-(o-tolyl)-1H-indazole-7-carbaldehyde CN1N=C(C2=CC=CC(=C12)C=O)C1=C(C=CC=C1)C